7-(4-(1-(methylsulfonyl)-piperidine-4-yl)phenyl)-N-(morpholine-2-ylmethyl)pyrido[3,4-b]pyrazine-5-amine CS(=O)(=O)N1CCC(CC1)C1=CC=C(C=C1)C1=CC=2C(=NC=CN2)C(=N1)NCC1CNCCO1